ClC=1C=C(C=C(C1)F)N1N=CC(=C1)[C@H](C(=O)NC1=NNC(=C1)C1CC1)C (R)-2-(1-(3-chloro-5-fluorophenyl)-1H-pyrazol-4-yl)-N-(5-cyclopropyl-1H-pyrazol-3-yl)propanamide